COC(=O)C1=C(C2=C(N1)CCCCC2=O)C 3-Methyl-4-oxo-1,4,5,6,7,8-hexahydrocyclohepta[b]pyrrole-2-carboxylic acid methyl ester